FC=1C=C(C=C(C1)F)[C@@H]1CCC2=NN(C(N21)=O)[C@@H]2C[C@H](C2)OC2=NC=NC(=C2)N2C=NC=C2 (5S)-5-(3,5-difluorophenyl)-2-(trans-3-{[6-(1H-imidazol-1-yl)pyrimidin-4-yl]oxy}cyclobutyl)-2,5,6,7-tetrahydro-3H-pyrrolo[2,1-c][1,2,4]triazol-3-one